C1(CC1)C=1C(=CC(N2C(=C(SC12)C1=CC(=C(C=C1)OC)C)C(=O)O)=O)CC1=CC=CC2=CC=CC=C12 5-Cyclopropyl-8-(4-methoxy-3-methyl-phenyl)-4-[(1-naphthyl)methyl]-2-oxo-7-thia-1-azabicyclo[4.3.0]nona-3,5,8-triene-9-carboxylic acid